6-chloro-4-(6-cyclopropyl-2,3-dihydrobenzo[e][1,4]oxazepin-1(5H)-yl)-7-(2-hydroxyethoxy)-1-methylquinazolin-2(1H)-one ClC=1C=C2C(=NC(N(C2=CC1OCCO)C)=O)N1CCOCC2=C1C=CC=C2C2CC2